2-n-propyl-2,3-dihydro-1H-indene-5-carboxaldehyde C(CC)C1CC2=CC=C(C=C2C1)C=O